C1=NC=C(C2=CC=CC=C12)N1C(NC2(CC(C2)C2=C(C#N)C=CC=C2)C1=O)=O 2-(7-(isoquinolin-4-yl)-6,8-dioxo-5,7-diazaspiro[3.4]octan-2-yl)benzonitrile